N-(2-chloroethyl)-N,4-dimethylaniline ClCCN(C1=CC=C(C=C1)C)C